BrC=1C=C(C=CC1)\C=N\[S@](=O)C(C)(C)C (R)-N-[(1E)-(3-bromophenyl)methylene]2-methylpropane-2-sulfinamide